N1(C=NC2=C1C=CC=C2)C2=CC=C(C=C2)NC(=O)NC=2SC=CN2 1-(4-benzoimidazol-1-yl-phenyl)-3-thiazol-2-yl-urea